Methyl 6-(4,4-dimethylcyclohexyl)-5-oxo-6,7,8,9-tetrahydro-5H-benzo[7]annulene-2-carboxylate CC1(CCC(CC1)C1C(C2=C(CCC1)C=C(C=C2)C(=O)OC)=O)C